(1R,3S)-3-(3-{[(2-methyl-1,3-thiazol-5-yl)acetyl]amino}-1H-pyrazol-5-yl)cyclopentyl(2,2,2-trifluoroethyl)carbamate CC=1SC(=CN1)CC(=O)NC1=NNC(=C1)[C@@H]1C[C@@H](CC1)N(C([O-])=O)CC(F)(F)F